2-Isovalerylindane-1,3-dione C(CC(C)C)(=O)C1C(C2=CC=CC=C2C1=O)=O